CN(C1=CC=C(CNCCNCC2=CC=C(C=C2)N(C)C)C=C1)C bis(4-dimethylaminobenzyl)-1,2-ethylenediamine